ethyl 2-[[(6-bromo-3-ethylsulfonyl-imidazo[1,2-a]pyridin-2-yl)amino]methyl]-5-(trifluoromethyl)pyridine-3-carboxylate BrC=1C=CC=2N(C1)C(=C(N2)NCC2=NC=C(C=C2C(=O)OCC)C(F)(F)F)S(=O)(=O)CC